tertbutyl (2-((2-((4,6-dichloro-1,3,5-triazin-2-yl)amino)ethyl)disulfaneyl)ethyl)carbamate ClC1=NC(=NC(=N1)Cl)NCCSSCCNC(OC(C)(C)C)=O